FC=1C=CC(=NC1)C=1C=C2N(N1)CCC2 2-(5-fluoropyridin-2-yl)-5,6-dihydro-4H-pyrrolo[1,2-b]Pyrazole